1-(3-(benzyloxy)pyridin-2-yl)ethan-1-one C(C1=CC=CC=C1)OC=1C(=NC=CC1)C(C)=O